C1(CC1)C=1C(=NN(C(C1)=O)C(C(=O)OC)CC(C)C)C=COCC methyl 2-(4-cyclopropyl-3-(2-ethoxyvinyl)-6-oxopyridazin-1(6H)-yl)-4-methylpentanoate